N-[(3S)-1-Benzylpyrrolidin-3-yl]-5-methyl-2-(5-morpholin-4-yl-3,4'-bipyridin-2'-yl)-1H-imidazol-4-carboxamid C(C1=CC=CC=C1)N1C[C@H](CC1)NC(=O)C=1N=C(NC1C)C1=NC=CC(=C1)C=1C=NC=C(C1)N1CCOCC1